1,1'-(6-((2-(2-((6-chlorohexyl)oxy)ethoxy)ethyl)carbamoyl)-3-oxo-3H-spiro[isobenzofuran-1,9'-xanthene]-3',6'-diyl)bis(N,N-dimethylazetidine-3-carboxamide) ClCCCCCCOCCOCCNC(=O)C1=CC=C2C(OC3(C4=CC=C(C=C4OC=4C=C(C=CC34)N3CC(C3)C(=O)N(C)C)N3CC(C3)C(=O)N(C)C)C2=C1)=O